FC=1C=C(C=CC1C(F)(F)F)NC1=NN(C=C1C1=NN=C(O1)[C@]1(C(NCC1)=O)C=C)C (R)-3-(5-(3-((3-fluoro-4-(trifluoromethyl)phenyl)amino)-1-methyl-1H-pyrazol-4-yl)-1,3,4-oxadiazol-2-yl)-3-vinylpyrrolidin-2-one